5-(2-fluoro-4-hydroxyphenyl)oxazole FC1=C(C=CC(=C1)O)C1=CN=CO1